C(C)(C)(C)OC(=O)C1=NC=C2N1C1=CC(=C(C=C1N=C2)Cl)C(=O)[O-] (tert-butoxycarbonyl)-7-chloroimidazo[1,5-a]quinoxaline-8-carboxylate